The molecule is an amino disaccharide consisting of a 3-deoxy-5-O-phosphono-D-manno-oct-2-ulose residue attached to beta-glucosamine via an alpha-(2->6)-linkage. It is an amino disaccharide and a glucosamine oligosaccharide. CC(=O)N[C@@H]1[C@H]([C@@H]([C@H](O[C@H]1O)CO[C@@]2(C[C@H]([C@H]([C@H](O2)[C@@H](CO)O)OP(=O)(O)O)O)C(=O)O)O)O